3-(cyclobutylmethyl)pyridine-4-carboxylic acid C1(CCC1)CC=1C=NC=CC1C(=O)O